(5-chloro-1-(4-methoxybenzyl)-1H-indol-2-yl)(4-(pyrimidin-2-yl)piperazin-1-yl)methanone ClC=1C=C2C=C(N(C2=CC1)CC1=CC=C(C=C1)OC)C(=O)N1CCN(CC1)C1=NC=CC=N1